4-(6-(6-((5-chloropyridin-2-yl)methyl)-3,6-diazabicyclo[3.1.1]heptan-3-yl)pyridin-3-yl)-6-(2-hydroxyethoxy)pyrazolo[1,5-a]pyridine-3-carbonitrile ClC=1C=CC(=NC1)CN1C2CN(CC1C2)C2=CC=C(C=N2)C=2C=1N(C=C(C2)OCCO)N=CC1C#N